(1S,2R)-2-hydroxy-1,2-diphenylethan-1-aminium O[C@@H]([C@@H]([NH3+])C1=CC=CC=C1)C1=CC=CC=C1